ClC1=CC=C(C=C1)C=1N=C2N(C=CC=C2)C1CN1CCN(CC1)C(=O)C1=NC(=CC=C1C)OC (4-{[2-(4-chlorophenyl)imidazo[1,2-a]pyridine-3-yl]methyl}piperazin-1-yl)(6-methoxy-3-methylpyridin-2-yl)methanone